ClC=1C=C(CN2[C@@H](C[C@@](CC2)(C(=O)O)CC2=NC(=CC=C2F)NC2=NNC(=C2)C)C)C=C(C1Cl)F (2R,4R)-1-(3,4-dichloro-5-fluorobenzyl)-4-((3-fluoro-6-((5-methyl-1H-pyrazol-3-yl)amino)-pyridin-2-yl)methyl)-2-methylpiperidine-4-carboxylic acid